ClC1=CC=C(C(=N1)C(=O)O)N[C@H](C)C=1C=C(C=C2C(N(C(=NC12)C1=CC(=CC(=C1)F)C#N)C)=O)C (R)-6-chloro-3-((1-(2-(3-cyano-5-fluorophenyl)-3,6-dimethyl-4-oxo-3,4-dihydroquinazolin-8-yl)ethyl)amino)picolinic acid